CC1=NC(=NO1)N1CCC(CC1)C=1C=NN2C1C=CC(=C2)N2CCOCC2 4-{3-[1-(5-methyl-1,2,4-oxadiazol-3-yl)piperidin-4-yl]pyrazolo[1,5-a]pyridin-6-yl}morpholine